2-[[N-hydroxy(ethyl)carbamoyl]methyl]pentanedioic acid ON(C(=O)CC(C(=O)O)CCC(=O)O)CC